(E)-2-methylbut-2-enoic acid 4-cinnamoylaminobutyl ester C(C=CC1=CC=CC=C1)(=O)NCCCCOC(\C(=C\C)\C)=O